NC1=CC=C2C(=N1)[C@@H]1[C@H](OC2=O)CCC1 (6aR,9aR)-2-amino-7,8,9,9a-tetrahydrocyclopenta[5,6]pyrano[4,3-b]pyridin-5(6H)-one